(3S,6S)-naphthalen-1-ylmethyl 6-(4-hydroxybenzyl)-3-isobutyl-8-isopropyl-4,7-dioxohexahydropyrazino[2,1-c][1,2,4]oxadiazine-1(6H)-carboxylate OC1=CC=C(C[C@H]2C(N(CC3N(O[C@H](C(N32)=O)CC(C)C)C(=O)OCC3=CC=CC2=CC=CC=C32)C(C)C)=O)C=C1